P(=O)(O)(O)O[C@H]1[C@H]([C@@H](O[C@@H]1CO)N1C=NC=2C(N)=NC=NC12)OCCOC 2'-O-(2-methoxyethyl) adenosine-3'-phosphate